(3aR,7aS)-octahydro-1H-isoindol-5-ol hydrochloride Cl.C1NC[C@@H]2CC(CC[C@H]12)O